C(C)(C)(C)N1[Si](OCC1)(OCC)OCC 3-tert-Butyl-2,2-diethoxy-[1,3,2]oxazasilolidine